OC=1C=NC=CC1C#N 3-hydroxypyridine-4-carbonitrile